2-((6-bromo-4-chlorophthalazin-1-yl)methyl)isoindoline-1,3-dione BrC=1C=C2C(=NN=C(C2=CC1)CN1C(C2=CC=CC=C2C1=O)=O)Cl